4,6-Dichloro-2-(methylthio)pyrimidine ClC1=NC(=NC(=C1)Cl)SC